C(C=C)OCC=C allyl ether